pentamethylenebistrimellitic amide C(C=1C(C(=O)O)=C(C(C(=O)O)=CC1)CCCCCC1=C(C(C(=O)N)=CC=C1C(=O)O)C(=O)O)(=O)N